6-acetyl-2-(5-azetidin-1-yl-pyridin-2-ylamino)-8-cyclopentyl-5-methyl-8H-pyrido[2,3-d]Pyrimidin-7-one C(C)(=O)C1=C(C2=C(N=C(N=C2)NC2=NC=C(C=C2)N2CCC2)N(C1=O)C1CCCC1)C